1-(2-((4-cyano-2,6-dimethylphenyl)amino)-2-oxoethyl)pyridin-1-ium bromide [Br-].C(#N)C1=CC(=C(C(=C1)C)NC(C[N+]1=CC=CC=C1)=O)C